C(C)(=O)NC1=NC=CC(=C1)C1=C(N=C(N1)SC)C1=C(C=CC=C1)NC(C1=CC=CC=C1)=O N-(2-(5-(2-acetamidopyridin-4-yl)-2-(methylthio)-1H-imidazol-4-yl)phenyl)benzamide